methyl phytylcysteinate C(\C=C(/C)\CCC[C@H](C)CCC[C@H](C)CCCC(C)C)N[C@@H](CS)C(=O)OC